C1(CC1)CN(C(CC[C@H]/1C2C3CCC=4C=CC=CC4C3CC[C@@]2(C(\C1=C/O)=O)C)=O)C N-(cyclopropylmethyl)-3-((13S,15S,Z)-16-(hydroxymethylene)-13-methyl-17-oxo-7,8,9,11,12,13,14,15,16,17-decahydro-6H-cyclopenta[a]phenanthren-15-yl)-N-methylpropanamide